N1C(CCC2=CC=CC=C12)=O 3,4-dihydrochinolin-2-on